methyl 2-(6-azaspiro[2.5]oct-1-yl)-1-(2-methoxyethyl)-1H-imidazo[4,5-b]pyridine-6-carboxylate, Hydrochloride Salt Cl.C1(CC12CCNCC2)C=2N(C=1C(=NC=C(C1)C(=O)OC)N2)CCOC